4-((2-((8-(3-Acetamido-1H-pyrazole-1-carbonyl)-1,8-diazaspiro[4.5]decan-1-yl)methyl)-5-(trifluoromethyl)phenyl)amino)butanoic acid C(C)(=O)NC1=NN(C=C1)C(=O)N1CCC2(CCCN2CC2=C(C=C(C=C2)C(F)(F)F)NCCCC(=O)O)CC1